1-{3-amino-6-[4-(diethylamino)phenyl]pyrazin-2-yl}pyrazole-4-carboxamide NC=1C(=NC(=CN1)C1=CC=C(C=C1)N(CC)CC)N1N=CC(=C1)C(=O)N